5-methyl-5-(2-methylpropan-1-enyl)tetrahydrofuran-2-one CC1(CCC(O1)=O)C=C(C)C